[2H]C1(OC2=C(O1)C=CC(=C2)C#CC(=O)O)[2H] 3-(2,2-Dideuterio-1,3-benzodioxol-5-yl)prop-2-ynoic acid